C(CC(C)C)CC(=O)O.C(C)(=O)OCCC(C)C 3-methyl-butyl acetate (iso-amyl acetate)